(6S,9S,12S,15S,18R,19R)-15-butyl-19-decyl-6,9-bis(hydroxymethyl)-16,18-dimethyl-12-[(1S)-1-methylpropyl]-1-oxa-4,7,10,13,16-pentazacyclononadecane-2,5,8,11,14,17-hexone C(CCC)[C@H]1C(N[C@H](C(N[C@H](C(N[C@H](C(NCC(O[C@@H]([C@H](C(N1C)=O)C)CCCCCCCCCC)=O)=O)CO)=O)CO)=O)[C@H](CC)C)=O